(2S)-N-[(1S)-1-(2-Amino-2-oxo-ethyl)-3-[6-(trifluoromethyl)-2-pyridyl]prop-2-ynyl]-1-[1-[4-(trifluoromethoxy)phenyl]cyclopropanecarbonyl]pyrrolidine-2-carboxamide NC(C[C@@H](C#CC1=NC(=CC=C1)C(F)(F)F)NC(=O)[C@H]1N(CCC1)C(=O)C1(CC1)C1=CC=C(C=C1)OC(F)(F)F)=O